4,4'-biphenylbisimine C1(C=CC(C=C1)=N)=C1C=CC(C=C1)=N